trans-11-tetradecene CCCCCCCCCC\C=C\CC